ClC=1C=C(C=NC1N1N=CC=N1)NC(=O)C1CC(C2=C1C=NC=1N2N=C(C1)F)(C=1C=NN(C1)C1(CC1)C)C N-(5-chloro-6-(2H-1,2,3-triazol-2-yl)pyridin-3-yl)-2-fluoro-8-methyl-8-(1-(1-methylcyclopropyl)-1H-pyrazol-4-yl)-7,8-dihydro-6H-cyclopenta[e]pyrazolo[1,5-a]pyrimidine-6-carboxamide